(3-bromo-4-((trans-4-methylcyclohexyl)amino)phenyl)(cyclopropyl)(imino)-λ6-Sulfane BrC=1C=C(C=CC1N[C@@H]1CC[C@H](CC1)C)[SH2](=N)C1CC1